CN1C(=CC=C1)C(CCC=1SC=CC1)=O 1-(N-methyl-pyrrol-2-yl)-3-(thiophen-2-yl)propan-1-one